BrC1=C2C(N(C(C2=CC=C1)=O)C1C(NC(CC1)=O)=O)=O 4-bromo-2-(2,6-dioxopiperidin-3-yl)-1,3-dioxoisoindol